9-((2-hydroxyethyl)amino)nonanoic acid OCCNCCCCCCCCC(=O)O